CN(CCCN(S(=O)(=O)CCCCCCCCCCC)C(CC(=O)OCC(CCCCCCCC)CCCCCC)CCCCCCCCC)C 2-hexyldecyl 3-{N-[3-(dimethylamino)propyl]undecane-1-sulfonamido}dodecanoate